NC=1C2=CC=C(C=C2N=C2CCCC(C12)=O)OC 9-amino-6-methoxy-3,4-dihydro-acridin-1(2H)-one